magnesium pyrogallol C1(O)=C(O)C(O)=CC=C1.[Mg]